FC1(C(CNCC1)CO)F 4,4-difluoro-3-(hydroxymethyl)piperidin